4,5-diaminoquinoline NC1=CC=NC2=CC=CC(=C12)N